(S)- or (R)-5-[1-(2-Chloro-6-fluorophenyl)-piperidin-4-yl]-7-(2-cyclopropyl-benzyl)-4-methyl-2,4,5,7-tetrahydro-pyrazolo[3,4-d]pyrimidin-6-one ClC1=C(C(=CC=C1)F)N1CCC(CC1)N1C(N(C=2C([C@@H]1C)=CNN2)CC2=C(C=CC=C2)C2CC2)=O |o1:19|